CC=1N=C2N(C=CC=C2C)C1 2,8-dimethylimidazo[1,2-a]pyridine